F[B-](F)(F)F.CN1C(N(C=C1)CCO)C 1,2-dimethyl-3-hydroxyethylimidazole tetrafluoroborate